ClC1=CC=C(C=C1)[C@@]1(N(C(C2=CC(=CC(=C12)F)[C@@](CC)(O)C1(CCOCC1)F)=O)CC1=C(C(=O)O)C=C(C=C1)OC)OC 2-{1-[(1R)-1-(4-chlorophenyl)-7-fluoro-5-[(1R)-1-(4-fluorooxan-4-yl)-1-hydroxypropyl]-1-methoxy-3-oxo-2,3-dihydro-1H-isoindol-2-yl]methyl}-5-methoxybenzoic acid